BrCCCCCCCCCCC(P(OC(C)C)(OC(C)C)=O)P(OC(C)C)(OC(C)C)=O Tetraisopropyl 11-bromoundecan-1,1-diylbisphosphonate